OC1=NN(C2=CC=C(C=C12)S(=O)(=O)NC)C1=CC=C(C=C1)C(F)(F)F 3-Hydroxy-N-methyl-1-(4-(trifluoromethyl)phenyl)-1H-indazole-5-sulfonamide